Amphetamine adipate C(CCCCC(=O)O)(=O)O.NC(C)CC1=CC=CC=C1